4-(((2-amino-7-bromoquinolin-4-yl)amino)methyl)-2-oxabicyclo[2.2.2]octane-1-carbaldehyde NC1=NC2=CC(=CC=C2C(=C1)NCC12COC(CC1)(CC2)C=O)Br